NCCCCC(C1=NN2C(NC=3C=CC=CC3C2=N1)=S)NC(C1=C(C=CC=C1)OC(F)F)=O N-(5-amino-1-(5-thioxo-5,6-dihydro-[1,2,4]triazolo[1,5-c]quinazolin-2-yl)pentyl)-2-(difluoromethoxy)benzamide